CC1(COCCC1=O)C 3,3-dimethyltetrahydropyran-4-one